N-tolyl-N'-phenyl-carbodiimide C1(=C(C=CC=C1)N=C=NC1=CC=CC=C1)C